2,4,6-trimethylbenzoyl-diphenylphosphorus oxide CC1=C(C(=O)P(C2=CC=CC=C2)(C2=CC=CC=C2)=O)C(=CC(=C1)C)C